FC1([C@@H]2OC[C@H](O[C@]12C)COC1=CC=C(C=C1)C=1C=C(C(NC1C(F)(F)F)=O)C(=O)N)F 5-(4-(((1S,3S,6R)-7,7-difluoro-1-methyl-2,5-dioxabicyclo[4.1.0]heptan-3-yl)methoxy)phenyl)-2-oxo-6-(trifluoromethyl)-1,2-dihydropyridine-3-carboxamide